ClC1=NC(=CC(=N1)N(C1C(C(C(C1)C1=CC=C(C=C1)O)O)O)C)C 3-((2-chloro-6-methylpyrimidin-4-yl)(methyl)amino)-5-(4-hydroxyphenyl)cyclopentane-1,2-diol